CN([C@@H]1CN(CC1)C1=CC(N(C=N1)CC1(CCN(CC1)C(C[C@@H](C)C1=CC=CC=C1)=O)O)=O)C 6-((S)-3-(Dimethylamino)pyrrolidin-1-yl)-3-((4-hydroxy-1-((R)-3-phenylbutanoyl)piperidin-4-yl)methyl)pyrimidin-4(3H)-one